O=C(CN1CCC(CC1)C1=NC2=C(C=CC=C2C=C1)C(=O)N)N1[C@@H](CCC1)C#N [1-[2-oxo-2-[(2S)-2-cyanopyrrolidin-1-yl]ethyl]-4-piperidinyl]quinoline-8-carboxamide